C(CCCCCCCCCCC)C(C(=O)O)(CSCCC(=O)O)CCCCCCCCCCCC.CC1N(CCOC1)C=1C=C(C=2N(N1)C(=CN2)C2=CC=NN2)C2=CC=NN2C 3-methyl-4-(8-(1-methyl-1H-pyrazol-5-yl)-3-(1H-pyrazol-5-yl)imidazo[1,2-b]pyridazin-6-yl)morpholine didodecyl-(3,3'-thiodipropionate)